C(C)(C)(C)OC(=O)N1CC2NC(C1)C2 3,6-diazabicyclo[3.1.1]heptane-3-carboxylic acid tert-butyl ester